[O]N1N=NC=2C1=NC=CC2 3-(λ1-oxidaneyl)-3H-[1,2,3]triazolo[4,5-b]pyridine